C(C=C)(=O)N1[C@H](CN(CC1)C1=NC(=NC2=C(C(=C(C=C12)F)C1=CC=CC=2C=CSC21)F)OC[C@H]2N(CCC2)C)CC#N 2-((2S)-1-acryloyl-4-(7-(benzothien-7-yl)-6,8-difluoro-2-(((S)-1-methylpyrrolidin-2-yl)methoxy)quinazolin-4-yl)piperazin-2-yl)acetonitrile